N-(4-((1,3-dioxoisoindolin-5-yl)oxy)phenyl)-2-phenylacetamide O=C1NC(C2=CC(=CC=C12)OC1=CC=C(C=C1)NC(CC1=CC=CC=C1)=O)=O